C(#N)C1=C(C=C(C=C1)NC(=O)NC=1C=CC2=C(S(C=C2)(=O)=O)C1)OCCN1CCOCC1 1-(4-cyano-3-(2-morpholinoethoxy)phenyl)-3-(1,1-dioxidobenzo[b]thiophen-6-yl)urea